vinyl-benzyl-1-ethyl-1H-imidazol-3-ium methyl-4-(((2R,3S,4S,5S,6R)-6-(((ethoxycarbonyl)amino)methyl)-3,4,5-trihydroxytetrahydro-2H-pyran-2-yl)oxy)benzoate COC(C1=CC=C(C=C1)O[C@H]1O[C@@H]([C@H]([C@@H]([C@@H]1O)O)O)CNC(=O)OCC)=O.C(=C)[N+]1=C(N(C=C1)CC)CC1=CC=CC=C1